COC(C1COC2(C1)CCN(CC2)C2=CC(=C(C=C2)C2C=1C=CC(=CC1CCC2C2=CC=CC=C2)O)OC)OC 5-(4-(3-(dimethoxymethyl)-1-oxa-8-azaspiro[4.5]decan-8-yl)-2-methoxyphenyl)-6-phenyl-5,6,7,8-tetrahydronaphthalen-2-ol